C(C)N1N=C(C=C1C=1N=CC(=NC1)NC(C1=C(C=C(C=C1F)F)F)=O)C(F)(F)F N-(5-(1-ethyl-3-(trifluoromethyl)-1H-pyrazol-5-yl)pyrazin-2-yl)-2,4,6-trifluorobenzamide